(3-hydroxypropyl)-1,2-dimethyl-1H-imidazol-3-ium OCCC[N+]1=C(N(C=C1)C)C